ClC1=CC2=C(N=N1)N(CC1(N2C(=O)OC(C)(C)C)CN(CCC1)C(=O)OCC1=CC=CC=C1)C(=O)OC(C)(C)C 1-benzyl 5',8'-di-tert-butyl 3'-chloro-5'H-spiro[piperidine-3,6'-pyrazino[2,3-c]pyridazine]-1,5',8'(7'H)-tricarboxylate